4-((7-cyclopropyl-2,6-dimethyl-1H-imidazo[4,5-c]pyridin-1-yl)methyl)-3,5-difluorobenzenesulfonamide C1(CC1)C=1C2=C(C=NC1C)N=C(N2CC2=C(C=C(C=C2F)S(=O)(=O)N)F)C